ClC=1C=C2C(=CC(=NC2=CC1)C(F)(F)F)N[C@@H]1C[C@@H](CCC1)NC(=O)C=1C(=NN(C1)C)C=1C=NC=CC1 N-[(1R,3S)-3-{[6-chloro-2-(trifluoromethyl)quinolin-4-yl]amino}cyclohexyl]-1-methyl-3-(pyridin-3-yl)-1H-pyrazole-4-carboxamide